(Z)-2-indolone N=1C(C=C2C=CC=CC12)=O